C(C)(C)C=1C=NC(=NC1)N1CCN(CC1)C(=O)C1=CC=C(C=C1)C1=NC2=C(N1)C=CC=C2C(=O)N 2-(4-(4-(5-isopropylpyrimidin-2-yl)piperazine-1-carbonyl)phenyl)-1H-benzo[d]imidazole-4-carboxamide